7-(1-(2-fluoro-3-methylpyridin-4-yl)piperidin-4-yl)-5-(2-(trifluoromethyl)benzyl)pyrido[2,3-b]pyrazin-6(5H)-one FC1=NC=CC(=C1C)N1CCC(CC1)C1=CC=2C(=NC=CN2)N(C1=O)CC1=C(C=CC=C1)C(F)(F)F